[Cr](=O)([O-])([O-])=O chromite oxide